FC(C(=O)O)(F)F.C(#N)C(CC=1C=C2CCCC2=CC1)NC(=O)[C@H]1OCCCNC1 (2S)-N-(1-cyano-2-(2,3-dihydro-1H-inden-5-yl)ethyl)-1,4-oxazepane-2-carboxamide trisFluoroacetate